3-Imino-1-methylindolin-2-one N=C1C(N(C2=CC=CC=C12)C)=O